1-(4-(3-(4-(difluoromethoxy)phenyl)-1,2,4-oxadiazol-5-yl)piperidin-1-yl)-2-(4-methyl-1,2,5-oxadiazol-3-yl)ethan-1-one FC(OC1=CC=C(C=C1)C1=NOC(=N1)C1CCN(CC1)C(CC1=NON=C1C)=O)F